CN(C)C[C@@H]1NCCC1 (R)-N,N-dimethyl-1-(pyrrolidine-2-yl)methylamine